3-(4,6-difluoro-1-oxo-5-(piperazin-1-yl-2,2,3,3,5,5,6,6-d8)isoindoline-2-yl)piperidine-2,6-dione FC1=C2CN(C(C2=CC(=C1N1C(C(NC(C1([2H])[2H])([2H])[2H])([2H])[2H])([2H])[2H])F)=O)C1C(NC(CC1)=O)=O